4-(2,5-Diazabicyclo[2.2.2]octan-2-yl)-7-(7,8-difluoro-3-hydroxynaphthalen-1-yl)-2-(((2R,7aS)-2-fluorotetrahydro-1H-pyrrolizin-7a(5H)-yl)methoxy-d2)pyrido[3,4-d]pyrimidin-8(7H)-one C12N(CC(NC1)CC2)C=2C1=C(N=C(N2)OC([2H])([2H])[C@]23CCCN3C[C@@H](C2)F)C(N(C=C1)C1=CC(=CC2=CC=C(C(=C12)F)F)O)=O